OC=1C=C(C=CC1)NC(=S)N 3-hydroxyphenylthiourea